trans-4-(3-((Cyclopropylmethyl)amino)-8-((4-methylpiperazin-1-yl)methyl)-6-oxopyrimido[4,5-c]isoquinolin-5(6H)-yl)cyclohexane-1-carboxylic acid C1(CC1)CNC=1N=CC2=C(N(C(C=3C=C(C=CC23)CN2CCN(CC2)C)=O)[C@@H]2CC[C@H](CC2)C(=O)O)N1